(2-(3,4-dimethoxyphenyl)-3-ethyl-1H-indol-5-yl)(3,3-dimethylpiperidin-1-yl)methanone calcium acetate C(C)(=O)[O-].[Ca+2].COC=1C=C(C=CC1OC)C=1NC2=CC=C(C=C2C1CC)C(=O)N1CC(CCC1)(C)C.C(C)(=O)[O-]